FC[C@H](CNCCCCC1=CC=C2CCCN(C2=N1)C(=O)OC(C)(C)C)OC tert-butyl (S)-7-(4-((3-fluoro-2-methoxypropyl)amino)butyl)-3,4-dihydro-1,8-naphthyridine-1(2H)-carboxylate